COC([C@@H](CNC(=O)C1=CC2=NC=CC(=C2S1)CO)N)=O (R)-2-amino-3-(7-(hydroxymethyl)thieno[3,2-b]pyridine-2-carboxamido)propionic acid methyl ester